N2-(2-(1-(Cyclopropylsulfonyl)-1H-pyrazol-4-yl)pyrimidin-4-yl)-5-((1-(2,2-difluoroethyl)-1H-pyrazol-4-yl)ethynyl)-M-isopropyl-pyridine-2,4-diamine C1(CC1)S(=O)(=O)N1N=CC(=C1)C1=NC=CC(=N1)NC1=NC=C(C(=C1C(C)C)N)C#CC=1C=NN(C1)CC(F)F